ON1C(C2=CC=CC=C2CC1=O)=O Hydroxyisoquinoline-1,3(2H,4H)-Dione